C(C1=CC=CC=C1)(C1=CC=CC=C1)(C1=CC=CC=C1)N[C@@H](CC(N)=O)C(=O)O N-(trityl)-L-asparagine